O=C1N(C(C2=CC=CC=C12)=O)NC(OC1CC1)=O cyclopropyl (1,3-dioxoisoindolin-2-yl)carbamate